C(CCC)NC=1C(=CC=CC1)C N-butyl-toluidine